3-(2-methoxybenzyl)-5-methylbenzoxazol-2-one COC1=C(CN2C(OC3=C2C=C(C=C3)C)=O)C=CC=C1